ClC=1C(=NC(=NC1)N[C@@H]1CNCCC1)C1=CN(C2=CC=CC=C12)S(=O)(=O)C1=CC=CC=C1 (S)-5-chloro-4-(1-(phenylsulfonyl)-1H-indol-3-yl)-N-(piperidin-3-yl)pyrimidin-2-amine